CC=1C=C(C2=C(OC=CO2)C1)O 7-Methylbenzo[b][1,4]dioxin-5-ol